CC1=C(C=C(C=C1)NC([C@H](C[C@H]1C(NCC1)=O)NC(OC(C)(C)C)=O)=O)C(N[C@H](C)C1=CC=CC2=CC=CC=C12)=O tert-butyl ((S)-1-((4-methyl-3-(((R)-1-(naphthalen-1-yl)ethyl)carbamoyl)phenyl)amino)-1-oxo-3-((S)-2-oxopyrrolidin-3-yl)propan-2-yl)carbamate